N-((5-aminobenzofuran-2-yl)methyl)-1-(2-chloro-6-fluorobenzyl)-3-methyl-2-oxo-1,2,3,4-tetrahydroquinazoline-7-carboxamide NC=1C=CC2=C(C=C(O2)CNC(=O)C2=CC=C3CN(C(N(C3=C2)CC2=C(C=CC=C2F)Cl)=O)C)C1